ClC1(CC1)C(CC1=NNC=N1)(CC1=C(C=CC=C1)Cl)O (2-(1-chlorocyclopropyl)-3-(2-chlorophenyl)-2-hydroxypropyl)-1,2,4-triazole